C(#N)C(C(=O)OCC)=CC1=CC(=C(C(=C1)C(C)(C)C)O)C(C)(C)C ethyl 2-cyano-3-(3,5-di-tert-butyl-4-hydroxyphenyl)-acrylate